CN(CC#CCN1C(N(CC1)C)=O)C 1-(4-(dimethylamino)but-2-yn-1-yl)-3-methylimidazolidin-2-one